6-(6-methylpyridin-2-yl)-N-{1H-pyrrolo[2,3-b]pyridin-4-yl}-2H,3H,4H-pyrido[3,2-b][1,4]-oxazin-8-amine CC1=CC=CC(=N1)C=1C=C(C=2OCCNC2N1)NC1=C2C(=NC=C1)NC=C2